(R)-tert-butyl 3-(2-(((1-(6-benzamido-9H-purin-9-yl)propan-2-yl)oxy)methyl)-2-oxo-1,3,2-dioxaphosphinan-5-yl)propanoate C(C1=CC=CC=C1)(=O)NC1=C2N=CN(C2=NC=N1)C[C@@H](C)OCP1(OCC(CO1)CCC(=O)OC(C)(C)C)=O